3-(4-chloro-2-(methylamino)-2,3-dihydro-1H-inden-5-yl)-6-((1-(3-cyclopropyl-3-(4-fluorophenyl)propionyl)-4-hydroxypiperidin-4-yl)methyl)isothiazolo[4,3-d]pyrimidin-7(6H)-one ClC1=C2CC(CC2=CC=C1C=1SN=C2C1N=CN(C2=O)CC2(CCN(CC2)C(CC(C2=CC=C(C=C2)F)C2CC2)=O)O)NC